indenylcyclonon-8-en-4-one C1(C=CC2=CC=CC=C12)C1CCC(CCCC=C1)=O